(S)-1-((4-((1H-Indazol-5-yl)ethynyl)-[2,4'-bipyrimidin]-2'-yl)amino)propan-2-ol N1N=CC2=CC(=CC=C12)C#CC1=NC(=NC=C1)C1=NC(=NC=C1)NC[C@H](C)O